3-[3-[[Ethyl(methyl)sulfamoyl]amino]-2,6-difluoro-benzoyl]-5-[4-(piperazin-1-ylmethyl)phenyl]-1H-pyrrolo[2,3-b]pyridine C(C)N(S(=O)(=O)NC=1C(=C(C(=O)C2=CNC3=NC=C(C=C32)C3=CC=C(C=C3)CN3CCNCC3)C(=CC1)F)F)C